S1C2=C(C=C1)C=C(C(=C2)C(=O)OC)C(=O)OC dimethyl benzo[b]thiophene-5,6-dicarboxylate